CN1N=CC=2C1=NC(=NC2N2CCCC2)C(CN)(N)C2=CC=CC=C2 (1-methyl-4-pyrrolidin-1-ylpyrazolo[3,4-d]pyrimidin-6-yl)-1-phenylethane-1,2-diamine